3-(1'-(4-(1-methyl-1H-pyrazol-4-yl)benzyl)-6-oxo-6,8-dihydro-2H,7H-spiro[furo[2,3-e]isoindole-3,4'-piperidin]-7-yl)piperidine-2,6-dione CN1N=CC(=C1)C1=CC=C(CN2CCC3(CC2)COC2=C4CN(C(C4=CC=C23)=O)C2C(NC(CC2)=O)=O)C=C1